NC1=NC2=CC(=CC=C2C=C1Cl)CN(C(=O)C=1C=NC(=CC1)C(C)(C)O)C1=C(C=C(C=C1)F)S(=O)(=O)C N-[(2-amino-3-chloroquinolin-7-yl)methyl]-N-(4-fluoro-2-methanesulfonylphenyl)-6-(2-hydroxypropan-2-yl)pyridine-3-carboxamide